C1CCC2=C(C=3CCCC3C=C12)NC(=O)NS(=O)(=O)\C=C\[C@@H]1N(CCC1)S(=O)(=O)C(C)C (R,E)-N-((1,2,3,5,6,7-Hexahydro-s-indacen-4-yl)carbamoyl)-2-(1-(Isopropylsulfonyl)pyrrolidin-2-yl)ethensulfonamid